OC[C@H](C1=CC=CC=C1)NC1=NC(=NC=C1C=1OC(=NN1)C(C)(C)O)NC=1C=C2C(NC(C2=CC1)=O)(C)C (S)-5-((4-((2-hydroxy-1-phenylethyl)amino)-5-(5-(2-hydroxypropan-2-yl)-1,3,4-oxadiazol-2-yl)pyrimidin-2-yl)amino)-3,3-dimethylisoindolin-1-one